[Pd].C1(=CC=CC=C1)P(C1=CC=CC=C1)C1=CC=CC=C1.C1(=CC=CC=C1)P(C1=CC=CC=C1)C1=CC=CC=C1.C1(=CC=CC=C1)P(C1=CC=CC=C1)C1=CC=CC=C1.C1(=CC=CC=C1)P(C1=CC=CC=C1)C1=CC=CC=C1 tetra(triphenylphosphorus) palladium